BrC1=C(N=C(S1)NS(=O)(=O)C1=NC=C(C=C1C)NCC1=C(C(=CC=C1)OC)O[Si](C)(C)C(C)(C)C)C1=CC(=C(C=C1)F)F N-(5-bromo-4-(3,4-difluorophenyl)thiazol-2-yl)-5-((2-((tert-butyldimethylsilyl)oxy)-3-methoxybenzyl)amino)-3-methylpyridine-2-sulfonamide